C(C)(C)(C)OC(N(CCCC=O)C(=O)OC(C)(C)C)=O (tert-Butoxycarbonyl)(4-oxobutyl)carbamic acid tert-butyl ester